Tertiary pentanoyl chloride C(C=O)(C)(CC)Cl